NC(C[C@H](C(=O)N[C@H](CNC(OC)=O)C)NC(CCCCCCC)=O)=O methyl ((S)-2-((R)-4-amino-2-octanamido-4-oxobutanamido)propyl)carbamate